C(C=C)(=O)OCCCCCCCCCCC[Si](OC)(OC)C acryloxyundecylmethyldimethoxysilane